N-(2,2-dimethyl-3,4-dihydro-2H-pyrano[3,2-b]pyridin-8-yl)formamide CC1(CCC2=NC=CC(=C2O1)NC=O)C